C(#C)C=1C=CC(=NC1)N1CCOCC1 4-(5-ethynyl-2-pyridyl)morpholine